BrC1=C(C=CC=C1)C1CC(=NO1)C1=CC=C(CN2CC(C2)C(=O)O)C=C1 1-(4-(5-(2-bromophenyl)-4,5-dihydroisoxazol-3-yl)benzyl)azetidine-3-carboxylic acid